C(C=C)(=O)N1CCN(CC1)C1=NC(N2C3=C(C(=C(C=C13)Cl)C1=C(C=C(C=C1)F)F)S(CC2)=O)=O 7-(4-acryloylpiperazin-1-yl)-9-chloro-10-(2,4-difluorophenyl)-2,3-dihydro-5H-[1,4]thiazino[2,3,4-ij]quinazolin-5-oneoN